COC1=CC=C(C=C1)C(OC[C@@H]1[C@H](C[C@@H](O1)N1C2=NC=NC(=C2NC1=O)NC(COC1=CC=CC=C1)=O)O)(C1=CC=CC=C1)C1=CC=C(C=C1)OC N-(9-((2R,4S,5R)-5-((bis(4-methoxyphenyl)(phenyl)methoxy)methyl)-4-hydroxytetrahydrofuran-2-yl)-8-oxo-8,9-dihydro-7H-purin-6-yl)-2-phenoxyacetamide